calcium melissic acid C(CCCCCCCCCCCCCCCCCCCCCCCCCCCCC)(=O)O.[Ca]